C(#N)C1=C(C=CC=C1/C=C/C=1C(=CC(=C(CN2[C@@H](COCC2)C(=O)O)C1)OCCO)C)C1=CC=CC=C1 (S,E)-4-(5-(2-(2-cyano-[1,1'-biphenyl]-3-yl)vinyl)-2-(2-hydroxyethoxy)-4-Methylbenzyl)morpholine-3-carboxylic acid